phenyl-4(3H)-quinazolinone C1(=CC=CC=C1)C1=NC2=CC=CC=C2C(N1)=O